2-(2,6-Dioxopiperidin-3-yl)-4-((7-(4-(6-(6-((R)-2-(3-fluorophenyl)pyrrolidin-1-yl)imidazo[1,2-b]pyridazin-3-yl)pyridin-2-yl)piperazin-1-yl)-7-oxoheptyl)amino)isoindoline-1,3-dione O=C1NC(CCC1N1C(C2=CC=CC(=C2C1=O)NCCCCCCC(=O)N1CCN(CC1)C1=NC(=CC=C1)C1=CN=C2N1N=C(C=C2)N2[C@H](CCC2)C2=CC(=CC=C2)F)=O)=O